1,5-dimethyl-2-methylcyclohexane CC1C(CCC(C1)C)C